3-(7-(4-(((R)-3,3-dimethylpiperidin-4-yl)methyl)piperazin-1-yl)-1-methyl-1H-indazol-3-yl)piperidine-2,6-dione CC1(CNCC[C@H]1CN1CCN(CC1)C=1C=CC=C2C(=NN(C12)C)C1C(NC(CC1)=O)=O)C